(2S,4R)-1-((S)-2-Amino-3,3-dimethylbutyryl)-4-hydroxy-N-((S)-1-(4-(4-methylthiazol-5-yl)benzeneyl)ethyl)pyrrolidine-2-carboxamide N[C@H](C(=O)N1[C@@H](C[C@H](C1)O)C(=O)N[C@@H](C)C1=CC=C(C=C1)C1=C(N=CS1)C)C(C)(C)C